NC1=C(C(=CC(=C1)CN1CCN(CC1)C)OC)SC=1C2=C(C(=NC1C)N(CC1=C(C=C(C=C1)OC)OC)CC1=C(C=C(C=C1)OC)OC)N=C(N2CC2=C(C=C(C=C2)OC)OC)COCC 7-[2-amino-6-methoxy-4-[(4-methylpiperazin-1-yl)methyl]phenyl]sulfanyl-N,N,1-tris[(2,4-dimethoxyphenyl)methyl]-2-(ethoxymethyl)-6-methyl-imidazo[4,5-c]pyridin-4-amine